C(CCCCCCC\C=C\C[C@H](O)CCCCCC)(=O)OC methyl ricinelaidate